tert-butyl ((1-(4-cyano-3-fluoro-5-methoxy benzyl)-1H-pyrazol-4-yl)methyl)carbamate C(#N)C1=C(C=C(CN2N=CC(=C2)CNC(OC(C)(C)C)=O)C=C1OC)F